2-amino-1-(trifluoromethyl)cyclohexane-1-ol NC1C(CCCC1)(O)C(F)(F)F